7-(4-methoxybenzyl)-3-(4-(trifluoromethyl)thiazol-2-yl)imidazo[1,5-a]pyrazin-7-ium COC1=CC=C(C[N+]2=CC=3N(C=C2)C(=NC3)C=3SC=C(N3)C(F)(F)F)C=C1